1-(1-methyl-1H-imidazo[4,5-d]thieno[3,2-b]pyridin-2-yl)piperidin-4-ol CN1C(=NC=2C1=C1C(=NC2)C=CS1)N1CCC(CC1)O